CC1=NN(C(=C1C)NC(=O)N[C@@H]1CN(C[C@H]1C1=CC(=CC=C1)F)CC(F)(F)F)C1=CC=CC=C1 1-(3,4-dimethyl-1-phenyl-1H-pyrazol-5-yl)-3-((3S,4R)-4-(3-fluorophenyl)-1-(2,2,2-trifluoroethyl)pyrrolidin-3-yl)urea